C(C1=CC=CC=C1)C1N(CCC12C(NCC2)=O)C#N Benzyl-6-oxo-2,7-diazaspiro[4.4]nonane-2-carbonitrile